[6-(3-cyclopropyl-1H-1,2,4-triazol-5-yl)-2-azaspiro[3.3]heptan-2-yl]-[6-[[2-(2,2,2-trifluoroethyl)triazol-4-yl]methyl]-2,6-diazaspiro[3.3]heptan-2-yl]methanone C1(CC1)C1=NNC(=N1)C1CC2(CN(C2)C(=O)N2CC3(C2)CN(C3)CC3=NN(N=C3)CC(F)(F)F)C1